OC(CO)(CO)O 2,2,3-trihydroxypropanol